FC(C(CC)(F)F)(F)OC(C)COC(C)COC(C)COC(C)COC(C)COC(C)COC(C)COC(C)COC(C(CC)(F)F)(F)F octapropyleneglycol bis(1,1,2,2-tetrafluorobutyl) ether